C(C)(C)(C)OC(=O)N1[C@H]2CC(C[C@@H]1CC2)N2N=CC(=C2)[N+](=O)[O-] (1R,3r,5S)-3-(4-nitro-1H-pyrazol-1-yl)-8-azabicyclo[3.2.1]octane-8-carboxylic acid tert-butyl ester